CC1=C(C=CC=C1)NC(N)=O 3-(2-methylphenyl)urea